FC1(C(CN(CC1)C(=O)OCC1=CC=CC=C1)(C)O)F benzyl 4,4-difluoro-3-hydroxy-3-methylpiperidine-1-carboxylate